CC=1C=C(C(NCC(=O)O)=O)C=CC1 3-Methyl-Hippuric Acid